4-cyano-N-(3-(4-(1-methyl-1H-indazol-5-yl)phenyl)propyl)benzamide C(#N)C1=CC=C(C(=O)NCCCC2=CC=C(C=C2)C=2C=C3C=NN(C3=CC2)C)C=C1